oxazol phosphate P(=O)(O)(O)O.O1C=NC=C1